N1,N1-dimethyl-N4-(2-(methyl(phenyl)amino)phenyl)benzene-1,4-disulfonamide CN(S(=O)(=O)C1=CC=C(C=C1)S(=O)(=O)NC1=C(C=CC=C1)N(C1=CC=CC=C1)C)C